OCC1(CC1)NC(=O)C1=C(SC2=C1C=C(C=C2)OCC2=NC=CC=C2)C N-[1-(hydroxymethyl)cyclopropyl]-2-methyl-5-[(pyridin-2-yl)methoxy]-1-benzothiophene-3-carboxamide